OC[C@@H]([C@@H](\C=C\CCCCCCCCCCCCC)O)NC(OCCCC)=O butyl (E,2S,3R)-1,3-dihydroxyoctadec-4-en-2-ylcarbamate